C(C1=CC=CC=C1)O[C@H]1[C@H]([C@@H](O[C@]1(C=C)COCC1=CC=CC=C1)N1C(NC(C(=C1)C)=O)=O)O 1-((2R,3R,4S,5R)-4-(benzyloxy)-5-((benzyloxy)methyl)-3-hydroxy-5-vinyltetrahydrofuran-2-yl)-5-methylpyrimidine-2,4(1H,3H)-dione